FC(CC[Mg]Cl)(F)F (3,3,3-trifluoropropyl)-magnesium chloride